BrC1=NN(C2=NC(=NC=C21)SC)C2CCC(CC2)O 4-(3-bromo-6-(methylthio)-1H-pyrazolo[3,4-d]pyrimidin-1-yl)cyclohexan-1-ol